(S)-5-bromo-2-((1,1,1-trifluoropropan-2-yl)oxy)pyridine methyl-2-(2-(4-fluoro-6-methoxy-5-((4-methoxybenzyl)oxy)benzo[b]thiophen-2-yl)cyclopropyl)acetate COC(CC1C(C1)C1=CC2=C(S1)C=C(C(=C2F)OCC2=CC=C(C=C2)OC)OC)=O.BrC=2C=CC(=NC2)O[C@H](C(F)(F)F)C